[Cl-].NC(C[N+]1=CC=CC=C1)=O 1-(2-amino-2-oxoethyl)pyridin-1-ium chloride